(1-methylcyclopropyl-(thiophene-3-ylmethyl)carbamoyl)-3,8-diazabicyclo[3.2.1]octane-2-carboxylic acid CC1(CC1)N(C(=O)C12C(NCC(CC1)N2)C(=O)O)CC2=CSC=C2